FC=1C=C2C(C3=NC4=CC=CC(=C4C(N3C2=CC1)=O)CNC(OC(C)(C)C)=O)=O tert-butyl ((8-fluoro-6,12-dioxo-6,12-dihydroindolo[2,1-b]quinazolin-1-yl)methyl)carbamate